N-(3-chloro-5-(methylsulfonamido)phenyl)-1-(5-fluoro-3-methoxypyridin-2-yl)-5-methyl-1H-pyrrole-3-carboxamide ClC=1C=C(C=C(C1)NS(=O)(=O)C)NC(=O)C1=CN(C(=C1)C)C1=NC=C(C=C1OC)F